ClC=1C(=CC(=NC1)NC(=O)C1CCN(CC1)CC1=NC=C(C=C1)N1C(NC(CC1)=O)=O)C1=C2N(N=C1)CC(C2)(C)C N-(5-chloro-4-(5,5-dimethyl-5,6-dihydro-4H-pyrrolo[1,2-b]pyrazol-3-yl)pyridin-2-yl)-1-((5-(2,4-dioxotetrahydropyrimidin-1(2H)-yl)pyridin-2-yl)methyl)piperidine-4-carboxamide